3-[3-(3,4-Difluoro-benzyl)-3H-imidazo[4,5-b]pyridin-2-yl]-N-[(S)-1-(4-fluoro-phenyl)-ethyl]-propionamide FC=1C=C(CN2C(=NC=3C2=NC=CC3)CCC(=O)N[C@@H](C)C3=CC=C(C=C3)F)C=CC1F